lanthanum cobalt oxide [Co]=O.[La]